FC(N1C(=NN=C1CN(C)C)S)F 4-(difluoromethyl)-5-[(dimethylamino)methyl]-1,2,4-triazole-3-thiol